C1=C(C=CC=2C3=CC=CC=C3C3(C12)CCCCC3)B(O)O spiro[cyclohexane-1,9'-fluorene]-2'-yl-boronic acid